(6-aminopyridin-3-yl)diethylphosphine oxide NC1=CC=C(C=N1)P(CC)(CC)=O